N[C@@]([C@@H](C)CC)(C(=O)O)[2H] Isoleucine-2-d1